COC(C1=CC(C(=O)OC)=CC=C1C1N(C=C(N1C1=CC=C(C=C1)N=NC1=CC(=CC(=C1)C(=O)O)C(=O)O)Br)CC=C)=O 1-allylbromo-3-(4-((3,5-dicarboxyphenyl)azo)phenyl)-1H-imidazole-isophthalic acid dimethyl ester